1-(((R)-1-(3-(difluoromethyl)-2-fluorophenyl)ethyl)amino)-3-methyl-7-(1-methylpiperidin-3-yl)pyrido[3,4-d]pyridazin-4(3H)-one FC(C=1C(=C(C=CC1)[C@@H](C)NC=1C2=C(C(N(N1)C)=O)C=NC(=C2)C2CN(CCC2)C)F)F